C(C=C)C1=C(C(=C(C(=C1C(=O)[O-])CC=C)C(=O)[O-])CC=C)C(=O)[O-] Triallyltrimesat